(R*)-6-(4-Ethyl-3-(hydroxymethyl)-5-oxo-4,5-dihydro-azol-1-yl)-7-fluoro-2-(2-methoxy-4-methylpyridin-3-yl)-4-(prop-1-en-2-yl)-3,4-dihydroisoquinolin-1(2H)-one C(C)C1C(=CN(C1=O)C=1C=C2[C@H](CN(C(C2=CC1F)=O)C=1C(=NC=CC1C)OC)C(=C)C)CO |o1:11|